N=1NC(C=CC1)=O PYRIDAZINON